tert-butyl {(cis)-1-[4-({(1R)-1-[3-(difluoromethyl)-2-fluorophenyl]ethyl}amino)-2-methylpyrido[3,4-d]pyrimidin-6-yl]-4-fluoropyrrolidin-3-yl}carbamate FC(C=1C(=C(C=CC1)[C@@H](C)NC=1C2=C(N=C(N1)C)C=NC(=C2)N2C[C@H]([C@H](C2)F)NC(OC(C)(C)C)=O)F)F